N-{3-[2-(2-methoxyethoxy)ethoxy]-1-(4-oxocyclohexyl)-1H-pyrazol-4-yl}carbamic acid benzyl ester C(C1=CC=CC=C1)OC(NC=1C(=NN(C1)C1CCC(CC1)=O)OCCOCCOC)=O